methyl-3-methylpyridinyl bromide CC1=C(C(=NC=C1)Br)C